tert-butyl 4-(1,3-benzothiazol-7-yl)piperidine-1-carboxylate S1C=NC2=C1C(=CC=C2)C2CCN(CC2)C(=O)OC(C)(C)C